C(CCC(C)(C)C)(=O)OOC(C)(C)CCC tert-hexyl peroxyneoheptanoate